P(=O)(OC1=CC(=CC=C1)C(C)C)(OC1=CC(=CC=C1)C(C)C)OC1=CC(=CC=C1)C(C)C tris(3-isopropylphenyl) phosphate